C(C)(C)(C)OC(=O)N1COC2=C(C1)C=CC(=C2Br)F 8-Bromo-7-fluoro-2,4-dihydro-1,3-benzoxazine-3-carboxylic acid tert-butyl ester